6-(4-fluorophenoxy)pyridin FC1=CC=C(OC2=CC=CC=N2)C=C1